BrC=1C=2N(C=C(C1)C(C)C)C=C(N2)C=O 8-bromo-6-isopropylimidazo[1,2-a]pyridine-2-carbaldehyde